C(CCCCCCCCCCCCCCCCCCCCC)C1=C(C=O)C=CC(=C1)CCCCCCCCCCCCCCCCCCCCCC 2,4-Di(behenyl)benzaldehyde